4-(5,8-dioxaspiro[3.4]octan-2-yl)phenol C1C(CC12OCCO2)C2=CC=C(C=C2)O